ClC1=CC=C(C=C1)C(C#C)O (4-chlorophenyl)-2-propyne-1-ol